methyl 3-(difluoromethyl)-4-(prop-1-en-2-yl)benzoate FC(C=1C=C(C(=O)OC)C=CC1C(=C)C)F